4-(7-(difluoromethoxy)imidazo[1,2-a]pyridin-3-yl)-N-((3S,4S)-4-fluoropyrrolidin-3-yl)pyrimidin-2-amine FC(OC1=CC=2N(C=C1)C(=CN2)C2=NC(=NC=C2)N[C@H]2CNC[C@@H]2F)F